2-hexyldecyl 3-(pyridin-2-yldisulfanyl)propanoate N1=C(C=CC=C1)SSCCC(=O)OCC(CCCCCCCC)CCCCCC